C(#N)C1=CC=CC(=N1)NC(=O)N1CCC2(CC1)CCC(CC2)N(C=2C1=C(N=CN2)NC=C1)C N-(6-cyanopyridin-2-yl)-9-(methyl(7H-pyrrolo[2,3-d]pyrimidin-4-yl)amino)-3-azaspiro[5.5]undecane-3-carboxamide